C(C(=C)C)(=O)OCCC(C(C)OC(F)(F)F)C 3-(methacryloyloxyethyl)-2-trifluoromethyloxybutane